CC1=C(C(=CC(=C1)C)CCCCCCCC)O 2,4-dimethyl-6-octylphenol